4-methyl-5-[3-methyl-7-[[6-[(1S,4S)-2-oxa-5-azabicyclo[2.2.1]heptan-5-yl]pyridazin-3-yl]amino]imidazo[4,5-b]pyridin-5-yl]oxypyridine-2-carbonitrile CC1=CC(=NC=C1OC1=CC(=C2C(=N1)N(C=N2)C)NC=2N=NC(=CC2)N2[C@@H]1CO[C@H](C2)C1)C#N